2,6-diethyl-4-hydroxybenzaldehyde C(C)C1=C(C=O)C(=CC(=C1)O)CC